O1CCC(CC1)NC(=O)[C@H]1CC12CCN(CC2)C(=O)OC(C(F)(F)F)C(F)(F)F 1,1,1,3,3,3-hexafluoropropan-2-yl (S)-1-[(oxan-4-yl) carbamoyl]-6-azaspiro[2.5]octane-6-carboxylate